C(C)OC(=O)C1=NC=2CCCCC2N=C1Cl 3-chloro-5,6,7,8-tetrahydroquinoxaline-2-carboxylic acid ethyl ester